C(=O)O.CN1N=C2C=CC(=CC2=C1)C(=O)N 2-methyl-2H-indazole-5-carboxamide formate